ethyl (E)-2-[(4-chlorophenyl) hydrazono]-3-(2,6-difluorophenyl)-3-oxo-propionate ClC1=CC=C(C=C1)N\N=C(\C(=O)OCC)/C(=O)C1=C(C=CC=C1F)F